CC([C@@H](C(=O)O)N)O[C@@H]1[C@@H]([C@H]([C@H]([C@H](O1)CO[C@@]2(C[C@@H]([C@H]([C@@H](O2)[C@@H]([C@@H](CO)O)O)NC(=O)C)O)C(=O)O)O)O)NC(=O)C The molecule is a non-proteinogenic L-alpha-amino acid that is N-acetyl-alpha-neuraminyl-(2->6)-N-acetyl-alpha-D-galactosamine linked via an alpha glycosidic bond to the O at position 3 of L-threonine. It is a non-proteinogenic L-alpha-amino acid and a L-threonine derivative.